[Si](C)(C)(C(C)(C)C)OCC1=CC(=NN1CC(=O)OCC)OCC ethyl 2-[5-[[tert-butyl(dimethyl)silyl]oxymethyl]-3-ethoxy-pyrazol-1-yl]acetate